tert-butyl (2-(2-(3-(9-(1-(4-methoxybenzyl)-2,6-dioxopiperidin-3-yl)-9H-pyrido[2,3-b]indol-3-yl)propoxy)ethoxy)ethyl)carbamate COC1=CC=C(CN2C(C(CCC2=O)N2C3=C(C4=CC=CC=C24)C=C(C=N3)CCCOCCOCCNC(OC(C)(C)C)=O)=O)C=C1